C1(C#C1)C1=C(N)C=CC=C1 o-cyclopropynyl-aniline